Hexahydropyrano[3,4-d]imidazole-2(3H)-On N1C(NC2C1CCOC2)=O